butyl 6-[3-(3-bicyclo[1.1.1]pentanylmethoxy)pyrazol-1-yl]-2-chloro-pyridine-3-carboxylate C12CC(C1)(C2)COC2=NN(C=C2)C2=CC=C(C(=N2)Cl)C(=O)OCCCC